C(C=C)S(=O)(=O)C1=NC2=C(N1)C=CC=C2 2-(prop-2-en-1-ylsulfonyl)-1H-1,3-benzodiazole